tert-butyl 7-[(3R)-1-(6-chloro-5-cyanopyrazin-2-yl)piperidin-3-yl]-6-oxo-5-oxa-2,7-diazaspiro[3.4]octane-2-carboxylate ClC1=C(N=CC(=N1)N1C[C@@H](CCC1)N1C(OC2(CN(C2)C(=O)OC(C)(C)C)C1)=O)C#N